C[C@H]1N([C@H](CNC1)C)CC(=O)NC=1C=CC=C2C(=NN(C12)C)N1C(NC(CC1)=O)=O 2-((2r,6s)-2,6-dimethylpiperazin-1-yl)-N-(3-(2,4-dioxotetrahydropyrimidin-1(2H)-yl)-1-methyl-1H-indazol-7-yl)acetamide